(1S,2R)-2-((1S)-5-bromo-8-((1-isopropyl-1H-1,2,3-triazol-4-yl)methoxy)-1-((3-methyl-2-oxopyrrolidin-1-yl)methyl)-1,2,3,4-tetrahydroisoquinoline-2-carbonyl)cyclohexane-1-carboxylic acid BrC1=C2CCN([C@@H](C2=C(C=C1)OCC=1N=NN(C1)C(C)C)CN1C(C(CC1)C)=O)C(=O)[C@H]1[C@H](CCCC1)C(=O)O